1-(4-amino-phenyl)pseudouridine triphosphate P(O)(=O)(OP(=O)(O)OP(=O)(O)O)OC[C@@H]1[C@H]([C@H]([C@@H](O1)C1=CN(C(=O)NC1=O)C1=CC=C(C=C1)N)O)O